CC1(C(C(C(C(C1N=[N+]=[N-])(C)C)(N=[N+]=[N-])C)(C)C)(N=[N+]=[N-])C)C 1,3,5-trimethyl-2,4,6-triazidopentamethylbenzene